1,1,3,3-tetrachloropropan-2-one ClC(C(C(Cl)Cl)=O)Cl